NC1=NOC2=C1C1=C(C(=C2)CN2N=CC(=C2)CNC(OC(C)(C)C)=O)OCCO1 tert-butyl ((1-((9-amino-2,3-dihydro-[1,4]dioxino[2',3':5,6]benzo[1,2-d]isoxazol-5-yl)methyl)-1H-pyrazol-4-yl)methyl)carbamate